5-(bis(3-aminobutyl)amino)-5-oxopentanoic acid NC(CCN(C(CCCC(=O)O)=O)CCC(C)N)C